5-chloro-7-morpholino-N-(2-morpholinoethyl)thiazolo[4,5-d]pyrimidin-2-amine ClC=1N=C(C2=C(N1)N=C(S2)NCCN2CCOCC2)N2CCOCC2